2-((2s,3s)-3-aminotetrahydro-2H-pyran-2-yl)-3-bromo-5-chloro-N-(furan-2-ylmethyl)thieno[3,2-b]pyridin-7-amine N[C@@H]1[C@H](OCCC1)C1=C(C2=NC(=CC(=C2S1)NCC=1OC=CC1)Cl)Br